5-{2,7-diazaspiro[3.5]nonan-7-yl}-2-(2,6-dioxopiperidin-3-yl)isoindole-1,3-dione C1NCC12CCN(CC2)C=2C=C1C(N(C(C1=CC2)=O)C2C(NC(CC2)=O)=O)=O